N-(4-((6-amino-5-chloropyrimidin-4-yl)oxy)-2,5-difluorophenyl)-1-(4-fluorophenyl)-2-oxo-1,2-dihydropyridine-3-carboxamide NC1=C(C(=NC=N1)OC1=CC(=C(C=C1F)NC(=O)C=1C(N(C=CC1)C1=CC=C(C=C1)F)=O)F)Cl